CC1(OC(C=2C(=NC3=CC=C(C=C3C2)/C=C/C(=O)OCC)O1)=O)C Ethyl (E)-3-(2,2-dimethyl-4-oxo-4H-[1,3]dioxino[4,5-b]quinolin-7-yl)acrylate